ClC1=C(CNC(=O)[C@]2(C=3C=CC=NC3C(CC2)=C)F)C=CC=C1C(F)(F)F (S)-N-(2-chloro-3-(tri-fluoro-methyl)benzyl)-5-fluoro-8-methylene-5,6,7,8-tetrahydroquinoline-5-carboxamide